Cl.CN1N=C2C(=NC(=CC2=C1)C1=CC=2C(=NN(C2)C2CCNCC2)S1)C 4-(5-{2,7-dimethylpyrazolo[3,4-c]pyridin-5-yl}thieno[2,3-c]pyrazol-2-yl)piperidine hydrochloride